(1R,2S,5S)-N-((1S)-1-cyano-2-(2-oxo-8-oxa-1-azaspiro[4.5]dec-3-yl)ethyl)-3-((S)-3,3-dimethyl-2-(oxetan-3-carboxamido)butanoyl)-6,6-dimethyl-3-azabicyclo[3.1.0]hexane-2-carboxamide C(#N)[C@H](CC1C(NC2(C1)CCOCC2)=O)NC(=O)[C@@H]2[C@H]1C([C@H]1CN2C([C@H](C(C)(C)C)NC(=O)C2COC2)=O)(C)C